C(CCCCCCCCCCCCCCC)(=O)NC1=NC(NC=C1)=O 4-(palmitoylamino)pyrimidin-2(1H)-one